CN1N=CC=C1C=1NN=C(C1)C1=C(C2=CC=CC=C2C=C1)O 2-(2'-Methyl-2H,2'H-[3,3'-bipyrazol]-5-yl)naphthalen-1-ol